N-(1-(2-bromo-4-fluorophenyl)-2-cyclopropylethyl)-4-(trifluoromethoxy)benzenesulfonamide BrC1=C(C=CC(=C1)F)C(CC1CC1)NS(=O)(=O)C1=CC=C(C=C1)OC(F)(F)F